methyl 1-(6-(benzyloxy) pyridin-3-yl)-1H-pyrazole-3-carboxylate C(C1=CC=CC=C1)OC1=CC=C(C=N1)N1N=C(C=C1)C(=O)OC